C[N+]1=C(SC2=C1C=CC(=C2)C)C2=CC=C(C=C2)N(C)C 3,6-dimethyl-2-(4-dimethylaminophenyl)benzothiazolium